C(C1=CC=CC=C1)OC1=NC(=CC=C1N1C(N(C2=C1C=CC(=C2)C=2C(=NN(C2C)CC(=O)O)C)C)=O)OCC2=CC=CC=C2 2-(4-(1-(2,6-bis(benzyloxy)pyridin-3-yl)-3-methyl-2-oxo-2,3-dihydro-1H-benzo[d]imidazol-5-yl)-3,5-dimethyl-1H-pyrazol-1-yl)acetic acid